Dimethyl 3,7-dimethyl-9-oxo-2,4-dipyridin-2-yl-3,7-diazabicyclo[3.3.1]nonane-1,5-dicarboxylate CN1C(C2(CN(CC(C1C1=NC=CC=C1)(C2=O)C(=O)OC)C)C(=O)OC)C2=NC=CC=C2